ClC1=C(C(=NN=N1)O)Cl dichlorotriazinyl alcohol